N2-(2-methoxy-3-methylpyridin-5-yl)-5-methyl-N4-(2-oxo-2,3-dihydro-1,3-benzoxazol-5-yl)-2,4-pyrimidinediamine COC1=NC=C(C=C1C)NC1=NC=C(C(=N1)NC=1C=CC2=C(NC(O2)=O)C1)C